OP(O)OP(O)O.C1(=C(C=CC=C1)C(O)(C(CO)(CO)CO)C1=C(C=CC=C1)C)C ditolyl-pentaerythritol diphosphite